3'-dimethylallylgenistein CC(=CCC=1C=C(C2=COC=3C=C(C=C(C3C2=O)O)O)C=CC1O)C